1-(7Z-hexadecenoyl)-rac-glycerol C(C=CCCCCCCCCCCCCC)(=O)OC[C@H](O)CO |r|